[N+](=O)([O-])C1=CC=C(C=C1)N1CCC2(CCCN(C2)C(=O)OC(C)(C)C)CC1 tert-butyl 9-(4-nitrophenyl)-2,9-diazaspiro[5.5]undecane-2-carboxylate